dicyclopentadiene di-3,4-epoxycyclohexanecarboxylate C1(CC2C(CC1)O2)C(=O)O.C2(CC1C(CC2)O1)C(=O)O.C1=CC=CC1.C1=CC=CC1